5-((2-(4-(3-(4-chloro-3-ethyl-1H-pyrrolo[2,3-b]pyridin-5-yl)phenyl)-3-oxopiperazin-1-yl)ethyl)amino)-2-(2,6-dioxopiperidin-3-yl)isoindoline-1,3-dione ClC1=C2C(=NC=C1C=1C=C(C=CC1)N1C(CN(CC1)CCNC=1C=C3C(N(C(C3=CC1)=O)C1C(NC(CC1)=O)=O)=O)=O)NC=C2CC